methyl 2-(4-(benzylsulfanyl)-2H-1,2,3-triazol-2-yl)-2-methylpropionate C(C1=CC=CC=C1)SC1=NN(N=C1)C(C(=O)OC)(C)C